(E)-3-(3-(4-Fluorophenyl)-4-oxo-3,4-dihydrophthalazin-1-yl)-N'-hydroxybenzimidamide FC1=CC=C(C=C1)N1N=C(C2=CC=CC=C2C1=O)C=1C=C(/C(/N)=N\O)C=CC1